C1(=CC=CC=C1)C1=CC2=C(C(OC=3C=CC=CC23)C2=CC=C(C=C2)C)O1 2-phenyl-4-(p-tolyl)-4H-furo[2,3-c]chromene